2-amino-4-((2-methoxyethyl)amino)-6-(4-(pyrrolidin-1-ylmethyl)benzyl)pyrido[4,3-d]pyrimidin-5(6H)-one NC=1N=C(C2=C(N1)C=CN(C2=O)CC2=CC=C(C=C2)CN2CCCC2)NCCOC